CC1=CC=CC(=N1)C=1N=C2N(CC(N2)CCC(=O)N)C1C1=CC=2C=NC=CC2S1 ((6-(6-methylpyridin-2-yl)-5-(thieno[3,2-c]pyridin-2-yl)-2,3-dihydro-1H-imidazo[1,2-a]imidazol-2-yl)methyl)acetamide